OCCON1CC2=CC=CC=C2C1 2-(2-Hydroxyethoxy)isoindoline